N-[2-[bis(carboxymethyl)amino]ethyl]-N-(2-oxoethyl)-β-Alanine C(=O)(O)CN(CCN(CCC(=O)O)CC=O)CC(=O)O